(5-chloro-2-methoxy-3-pyridyl)-2-[2-nitro-4-(trifluoromethyl)phenyl]acetic acid methyl ester COC(C(C1=C(C=C(C=C1)C(F)(F)F)[N+](=O)[O-])C=1C(=NC=C(C1)Cl)OC)=O